COC(=O)C12CC(C1)(C2)NC(=O)N[C@@](C(C(C)C)CO)(C)C2=CC(=C(C=C2)Br)Cl 3-{3-[(R)-1-(4-bromo-3-chloro-phenyl)-2-hydroxymethyl-1,3-dimethyl-butyl]ureido}bicyclo[1.1.1]pentane-1-carboxylic acid methyl ester